3-cyclopropylbenzoic acid C1(CC1)C=1C=C(C(=O)O)C=CC1